C(C)(C)(C)OC(=O)N(C1=C(C=C(C=N1)NC(C(=O)O)=O)CC)C(=O)OC(C)(C)C 2-[[6-[bis(tert-butoxycarbonyl)amino]-5-ethyl-3-pyridyl]amino]-2-oxo-acetic acid